2-(2,5-dioxo-2,5-dihydro-1H-pyrrol-1-yl)ethyl 2,5-bis(bromomethyl)benzoate BrCC1=C(C(=O)OCCN2C(C=CC2=O)=O)C=C(C=C1)CBr